NCCN1CC2=CC=C(C=C2C1)NC(C(C)N1C=C(C2=CC(=CC=C12)S(=O)(=O)N1CCCCC1)C)=O N-[2-(2-aminoethyl)isoindolin-5-yl]-2-[3-methyl-5-(1-piperidylsulfonyl)indol-1-yl]propanamide